CC=1C=CC2=C(NC3=C(CC2)C=CC=C3)C1 3-methyl-10,11-dihydro-5H-dibenzo[b,f]azepine